5-[3-({(1S)-1-[(1r,4S)-4-(ethylamino)cyclohexyl]ethyl}amino)-4-(trifluoromethyl)phenyl]-1,3,4-oxadiazol-2(3H)-one C(C)NC1CCC(CC1)[C@H](C)NC=1C=C(C=CC1C(F)(F)F)C1=NNC(O1)=O